COC([C@@H]([C@H](C)O)NC(=O)OC(C)(C)C)=O (2R,3S)-2-(tert-butoxycarbonylamino)-3-hydroxy-butanoic acid methyl ester